4-[4-(4-hydroxyphenyl)hex-3-yl]phenolate OC1=CC=C(C=C1)C(C(CC)C1=CC=C(C=C1)[O-])CC